C(C)(C)(C)C=1N=C(N(C1)C(=O)NCCCC1=CC=CC=C1)OC (tert-Butyl)-2-methoxy-N-(3-phenylpropyl)-1H-imidazole-1-carboxamide